C(C)C(C(N)(N)CC)CC diethylbutanediamine